3-amino-2-deoxyribose N[C@@](CC=O)(O)[C@H](O)CO